7-(trifluoromethyl)-1H-indazole-4-carboxylic acid FC(C1=CC=C(C=2C=NNC12)C(=O)O)(F)F